C(C)(C)(C)OC(=O)NC[C@@H]1CC[C@H](CC1)C(=O)OC trans-methyl 4-(((tert-butoxycarbonyl)amino)methyl)cyclohexane-1-carboxylate